O[C@@H]1[C@@H](O[C@]([C@H]1O)(C)CO)N1C(N=C(C(=C1)F)O)=O 1-((2R,3S,4S,5R)-3,4-dihydroxy-5-(hydroxymethyl)-5-methyltetrahydrofuran-2-yl)-5-fluoro-4-hydroxypyrimidin-2(1H)-one